di(vinylphenyl)ethane [3-Hydroxy-4-[(E)-3-(4-methoxyphenyl)prop-2-enoyl]phenyl]hexanoate OC=1C=C(C=CC1C(\C=C\C1=CC=C(C=C1)OC)=O)OC(CCCCC)=O.C(=C)C1=C(C=CC=C1)C(C)C1=C(C=CC=C1)C=C